BrCC=1C=C(SC1)C 4-(bromomethyl)-2-methylthiophene